C(C)C1=NC(=NO1)C=1C=C2CC[C@H](C2=CC1)NC(OCC(F)F)=O 2,2-difluoroethyl (R)-(5-(5-ethyl-1,2,4-oxadiazol-3-yl)-2,3-dihydro-1H-inden-1-yl)carbamate